(1R,3aS,7aR,E)-4-(2-((3S,5R)-3,5-dihydroxycyclohexylidene)ethylidene)-7a-methyloctahydro-1H-inden O[C@H]1CC(C[C@H](C1)O)=C\C=C/1\[C@H]2CCC[C@@]2(CCC1)C